O1COC2=C1C=CC=C2CN2[C@H](C[C@@H](C2)F)C(=O)NC2=CC=C(C=C2)C2=CN=CO2 (2R,4S)-1-(benzo[d][1,3]dioxol-4-ylmethyl)-4-fluoro-N-(4-(oxazol-5-yl)phenyl)pyrrolidine-2-carboxamide